3-ethyl-N-(1-ethylpiperidin-4-yl)-2-methoxyacridin-9-amine C(C)C=1C(=CC2=C(C3=CC=CC=C3N=C2C1)NC1CCN(CC1)CC)OC